FC=1C=C(C=C(C1C=1C=C2C(=NNC2=CC1F)C=1C=NC(=NC1)N1CCN(CC1)C)C)CN 1-(3-fluoro-4-(6-fluoro-3-(2-(4-methylpiperazin-1-yl)pyrimidin-5-yl)-1H-indazol-5-yl)-5-methylphenyl)-N-methylamine